7-chloro-5-(2-chloro-3-fluorophenyl)-1-methyl-1,5-dihydro-4H-imidazo[4,5-c]quinoline ClC=1C=CC=2C3=C(CN(C2C1)C1=C(C(=CC=C1)F)Cl)N=CN3C